pregnadiene C[C@]12CCCCC1CC[C@@H]3[C@@H]2CC[C@]4([C@H]3CC=C4C=C)C